1-(1,3,4-thiadiazol-2-yl)azetidine S1C(=NN=C1)N1CCC1